C(C)C(CCO)C(C)C 3-Ethyl-4-methylpentan-1-ol